3-aminohexanedioic acid NC(CC(=O)O)CCC(=O)O